methoxy-[1,1'-biphenyl]-4-formic acid COC1=C(C=CC(=C1)C(=O)O)C1=CC=CC=C1